C(C)N(CC(=O)O)CC=C 2-[ETHYL(PROP-2-EN-1-YL)AMINO]ACETIC ACID